C(#N)C1=C(C(=NC(=C1)C1=C(C=C(C=C1)C#N)C)C(CCC(=O)O)=O)O 4-[4-Cyano-6-(4-cyano-2-methyl-phenyl)-3-hydroxy-pyridin-2-yl]-4-oxo-butyric acid